FC(C1(CC1)C(=O)NCC=1C=CC=C(C(=O)N)C1)(F)F 5-[({[1-(trifluoromethyl)cyclopropyl]carbonyl}amino)methyl]benzamide